sodium lauryl-sodium sulfate S(=O)(=O)([O-])[O-].C(CCCCCCCCCCC)[Na].[Na+].[Na+]